ClC1=CC=C(C=C1)[C@H](C(=O)N1CCN(CC1)C=1C2=C(N=CN1)[C@@H](C[C@H]2C)O)[C@@H]2C1(CC1)CCN2 (S)-2-(4-chlorophenyl)-1-(4-((5R,7R)-7-hydroxy-5-methyl-6,7-dihydro-5H-cyclopenta[d]pyrimidin-4-yl)piperazin-1-yl)-2-((R)-5-azaspiro[2.4]heptan-4-yl)ethan-1-one